hydroxyethylimino diacetate C(C)(=O)ON(CCO)OC(C)=O